(S)-5-(1-(((3-(4-(5-Chloropyrimidin-2-yl)piperazin-1-yl)-3-oxopropyl)amino)methyl)isoindolin-2-yl)-4-(trifluoromethyl)pyridazin-3(2H)-one ClC=1C=NC(=NC1)N1CCN(CC1)C(CCNC[C@H]1N(CC2=CC=CC=C12)C1=C(C(NN=C1)=O)C(F)(F)F)=O